C(C)(C)(C)OC(=O)N[C@H]1CN(CC12CC2)CCCC(=O)OC methyl 4-[(7R)-7-{[(tert-butoxy)carbonyl]amino}-5-azaspiro[2.4]heptan-5-yl]butanoate